NC(CCCN1CC(C1)(C(=O)NC=1C(=NC(=CC1)C)OC(F)F)C1=C(C=CC=C1)C(C)C)(C)C 1-(4-amino-4-methylpentyl)-N-(2-(difluoromethoxy)-6-methylpyridin-3-yl)-3-(2-isopropylphenyl)azetidine-3-carboxamide